5-bromo-3,3-dimethyl-2-oxoindolin BrC=1C=C2C(C(NC2=CC1)=O)(C)C